N-(2-(4-(2-((2,6-dioxopiperidin-3-yl)amino)benzyl)piperazin-1-yl)ethyl)-4,9-dioxo-4,9-dihydronaphtho[2,3-b]furan-2-carboxamide O=C1NC(CCC1NC1=C(CN2CCN(CC2)CCNC(=O)C2=CC3=C(O2)C(C2=CC=CC=C2C3=O)=O)C=CC=C1)=O